Tert-butyl [(3S)-1-(4-{[(1H-benzimidazol-2-yl)methyl]amino}-8-bromopyrazolo[1,5-a][1,3,5]triazin-2-yl)pyrrolidin-3-yl]methylcarbamate N1C(=NC2=C1C=CC=C2)CNC2=NC(=NC=1N2N=CC1Br)N1C[C@@H](CC1)CNC(OC(C)(C)C)=O